CSC1=CC=C(C=C1)C(CCC)=NO 1-(4-methylsulfanyl-phenyl)-butan-1-one oxime